C1(=CC=CC=C1)CCCN1C2=CC=CC=C2C=2C=CN=C(C12)CNC1=NC=CC=2C3=CC=CC=C3NC12 N-{[9-(3-phenylpropyl)-β-carbolin-1-yl]methyl}-β-carbolin-1-amine